2-CARBOXYL-MALONIC ACID C(=O)(O)C(C(=O)O)C(=O)O